3-bromo-5-methylbenzoyl chloride BrC=1C=C(C(=O)Cl)C=C(C1)C